4-[(4-chlorophenyl)-2-pyridylmethoxy]-1-piperidinecarboxylate ClC1=CC=C(C=C1)C(OC1CCN(CC1)C(=O)[O-])C1=NC=CC=C1